1-(2-(((1-cyclopentyl-6-((5-methylthiazol-2-yl)amino)-1H-pyrrolo[3,2-c]pyridin-4-yl)oxy)methyl)pyrrolidin-1-yl)prop-2-en-1-one C1(CCCC1)N1C=CC=2C(=NC(=CC21)NC=2SC(=CN2)C)OCC2N(CCC2)C(C=C)=O